(S)-2-(1-cyclopropyl-3,4-dimethyl-7-oxo-1,7-dihydro-6H-pyrazolo[3,4-d]pyridazin-6-yl)-N-(1-(3-fluoro-4-methylphenyl)ethyl)acetamide C1(CC1)N1N=C(C2=C1C(N(N=C2C)CC(=O)N[C@@H](C)C2=CC(=C(C=C2)C)F)=O)C